NC1=CC=C(C(=C1C1=CC(N2[C@@H](CCC2C1)C(=O)O)=O)F)Cl (3S)-7-(6-amino-3-chloro-2-fluorophenyl)-5-oxo-1,2,3,5,8,8a-hexahydroindolizine-3-carboxylic acid